5-[6-chloro-3-[1-[4,7-dimethyl-5-oxo-3-(4-piperidinyl)pyrazolo[3,4-c]isoquinolin-9-yl]ethoxy]-2-pyridinyl]-N-methyl-pyridine-2-carboxamide ClC1=CC=C(C(=N1)C=1C=CC(=NC1)C(=O)NC)OC(C)C=1C=2C3=C(N(C(C2C=C(C1)C)=O)C)N(N=C3)C3CCNCC3